NCC1=CC=C(C=C1)N1C(=NC=2C1=NC(=CC2)C(C)(C)O)C=2C(=NC=CC2)N 2-(3-(4-(aminomethyl)phenyl)-2-(2-aminopyridin-3-yl)-3H-imidazo[4,5-b]pyridin-5-yl)propan-2-ol